6-chloro-4-[(3S,4R)-4-(4-chloro-N-methyl-anilino)-3-methyl-1-piperidyl]-1-methyl-2-oxo-1,5-naphthyridine-3-carbonitrile ClC=1N=C2C(=C(C(N(C2=CC1)C)=O)C#N)N1C[C@@H]([C@@H](CC1)N(C1=CC=C(C=C1)Cl)C)C